O=C(CCOC[C@H](CC=1C=NC=CC1)NC1=C(C(NN=C1)=O)C(F)(F)F)N1CCN(CC1)C1=NC=C(C=N1)C(F)(F)F (S)-5-((1-(3-Oxo-3-(4-(5-(trifluoromethyl)pyrimidin-2-yl)piperazin-1-yl)propoxy)-3-(pyridin-3-yl)propan-2-yl)amino)-4-(trifluoromethyl)pyridazin-3(2H)-one